N-[(3S,4R)-3-fluoro-1-(trideuteriomethyl)-4-piperidyl]-2-iodo-1-(2,2,2-trifluoroethyl)indol-4-ylamine F[C@H]1CN(CC[C@H]1NC1=C2C=C(N(C2=CC=C1)CC(F)(F)F)I)C([2H])([2H])[2H]